(E)-methyl 2-(7-bromo-4-(2-ethoxyvinyl)-1-oxophthalazin-2(1H)-yl)acetate BrC1=CC=C2C(=NN(C(C2=C1)=O)CC(=O)OC)\C=C\OCC